(S)-4-((5-amino-7-((1-hydroxy-hexan-3-yl)amino)-1H-pyrazolo[4,3-d]pyrimidin-1-yl)methyl)-3-(difluoromethoxy)benzoic acid NC=1N=C(C2=C(N1)C=NN2CC2=C(C=C(C(=O)O)C=C2)OC(F)F)N[C@H](CCO)CCC